amino-3-(methylcarbamoyl)propanoic acid NC(C(=O)O)CC(NC)=O